COC=1C=C(C=CC1)S(=O)(=O)NC1=CC=C(C(=O)NC2=CC(=CC=C2)C(F)(F)F)C=C1 4-((3-methoxyphenyl)sulfonamido)-N-(3-(trifluoromethyl)phenyl)benzamide